C(C=CC)C1=C(C=CC=C1)C1=CC=CC=C1 2-(2-buten-1-yl)-1,1'-biphenyl